9-fluoro-8-(hydroxymethyl)-1H-pyrrolo[1,2,3-de]quinoxalin-2(3H)-one FC1=C(C=C2C=3N(CC(NC13)=O)C=C2)CO